cis-8-dimethylamino-1-isopropyl-3-[(4-methoxyphenyl)-methyl]-8-phenyl-1,3-diazaspiro[4.5]decan-2-one CN(C1(CCC2(CN(C(N2C(C)C)=O)CC2=CC=C(C=C2)OC)CC1)C1=CC=CC=C1)C